C(C)S(=O)(=O)NC(C(C)C)=O (ethanesulfonamido)-2-methyl-1-oxopropan